FC=1C=C(C=C(C1)F)[C@@H]1CC[C@H]2OC3(C(N21)=O)CCN(CC3)C3=CC(=C(C#N)C=C3)N3N=NC=C3 4-[(5'S,7a'R)-5'-(3,5-difluorophenyl)-3'-oxotetrahydro-1H,3'H-spiro[piperidine-4,2'-pyrrolo[2,1-b][1,3]oxazol]-1-yl]-2-(1H-1,2,3-triazol-1-yl)benzonitrile